CC1=C(CNC=2C=3N(C=C(C2)N)C(=C(N3)C)C)C(=CC=C1)C N8-(2,6-dimethylbenzyl)-2,3-dimethylimidazo[1,2-a]pyridine-6,8-diamine